2-((4-(2-(4-chloro-2-fluorophenyl)-2-ethynylbenzo[d][1,3]dioxan-4-yl)piperidin-1-yl)methyl)-1-(((S)-oxetan-2-yl)methyl)-1H-benzo[d]imidazole-6-carboxylic acid ClC1=CC(=C(C=C1)C1(OC(C2=C(O1)C=CC=C2)C2CCN(CC2)CC2=NC1=C(N2C[C@H]2OCC2)C=C(C=C1)C(=O)O)C#C)F